1,3-dibromo-2-chloro-4-iodobenzene BrC1=C(C(=C(C=C1)I)Br)Cl